1-(5-(2-fluorophenyl)-1-((5-(isopropylsulfanyl)pyridin-3-yl)sulfonyl)-1H-pyrrol-3-yl)-N-methyl-methylamine hydrochloride Cl.FC1=C(C=CC=C1)C1=CC(=CN1S(=O)(=O)C=1C=NC=C(C1)SC(C)C)CNC